3,6-dimethyl-2-phenyl-8-[(1R)-1-[2-(2,2,2-trifluoro-1-hydroxy-ethyl)anilino]ethyl]chromen-4-one CC1=C(OC2=C(C=C(C=C2C1=O)C)[C@@H](C)NC1=C(C=CC=C1)C(C(F)(F)F)O)C1=CC=CC=C1